N-vinyl-4,5-dimethyl-oxazolidinone C(=C)N1C(OC(C1C)C)=O